(1S,2S)-N1-isopropyl-N1-((6-methylpyridin-2-yl)methyl)-N2-(2-methylquinolin-8-yl)cyclohexane-1,2-diamine C(C)(C)N([C@@H]1[C@H](CCCC1)NC=1C=CC=C2C=CC(=NC12)C)CC1=NC(=CC=C1)C